OCC(C(=O)O)O hydroxymethyl-glycolic acid